Di-n-Decylether C(CCCCCCCCC)OCCCCCCCCCC